C(C)(C)(C)OC(=O)N1C[C@@H]([C@@H](CC1)OCC#CC1=CC=2N(C=C1)C(=CN2)N2C(NC(CC2)=O)=O)F (3S,4R)-4-[3-[3-(2,4-dioxohexahydropyrimidin-1-yl)imidazo[1,2-a]Pyridin-7-yl]Prop-2-ynyloxy]-3-fluoro-piperidine-1-carboxylic acid tert-butyl ester